C1=CC=C2C(=C1)C3=NC4=C5C=CC=CC5=C6N4[Ga]N7C(=NC2=N3)C8=CC=CC=C8C7=NC9=NC(=N6)C1=CC=CC=C19.O gallium(III) phthalocyanine hydroxide